BrC=1C(=CC(=C(C1)N1C=NN(C1=O)C\C(\CNC(OC(C)(C)C)=O)=C\F)OC)N1CCOCC1 tert-butyl (E)-(2-((4-(5-bromo-2-methoxy-4-morpholinophenyl)-5-oxo-4,5-dihydro-1H-1,2,4-triazol-1-yl)methyl)-3-fluoroallyl)carbamate